BrC1=CC=CC(=N1)OCCOCC(=O)OC(C)(C)C tert-butyl 2-[2-[(6-bromo-2-pyridyl)oxy]ethoxy]acetate